C(C)N(C(C1=CC(=C(C=C1)C)F)=O)CC N,N-diethyl-3-fluoro-4-methylbenzamide